FC(C1=C(C=CC(=N1)C1=NC=CC=C1C=1C=CC=2N(C1)C=CN2)F)F 6-(6'-(Difluoromethyl)-5'-fluoro-[2,2'-bipyridin]-3-yl)imidazo[1,2-a]pyridin